CC1OCOCC1C 4,5-dimethyl-1,3-dioxane